5'-(2,6-dimethyl-4-nitrophenoxy)-1'H-spiro[cyclopropane-1,3'-indole] CC1=C(OC=2C=C3C4(CNC3=CC2)CC4)C(=CC(=C1)[N+](=O)[O-])C